C(N)(=O)C=1C=C(C=C(C1)F)B(O)O (3-carbamoyl-5-fluoro-phenyl)boronic acid